N-((E)-3-(2,3,4-trimethoxyphenyl)acryloyl)hydrazine-1-carboxamide COC1=C(C=CC(=C1OC)OC)/C=C/C(=O)NC(=O)NN